NCCC1=CC(=C(C=C1)C=1CCN(CC1)C(=O)OC(C)(C)C)F tert-Butyl 4-(4-(2-aminoethyl)-2-fluorophenyl)-3,6-dihydropyridine-1(2H)-carboxylate